O[C@H](C(=O)OCC1=CC(=CC=C1)C1=CC(=C(C=C1)C1=CCCCC1)F)C (2S)-3-[4-(cyclohex-1-en-1-yl)-3-fluorophenyl]Benzyl (2-hydroxypropionate)